ClC=1C(=C(C(=C(C1)C(C)N1N=C(C=2C1=NC=NC2)C)OC)CC2CC2)C 1-{1-[5-Chloro-3-(cyclopropylmethyl)-2-methoxy-4-methylphenyl]ethyl}-3-methyl-1H-pyrazolo[3,4-d]pyrimidin